(S)-3-fluoro-N'-((1,2,3,5,6,7-hexahydro-s-indacen-4-yl)carbamoyl)-4-(2-hydroxypropan-2-yl)benzenesulfonimidamide FC=1C=C(C=CC1C(C)(C)O)[S@](=O)(N)=NC(NC1=C2CCCC2=CC=2CCCC12)=O